(E)-(1-Chloro-3-dodecen-3-yl)methyl p-tolyl sulfone C1(=CC=C(C=C1)S(=O)(=O)C\C(\CCCl)=C\CCCCCCCC)C